[rac-(1S)-1-[(4-amino-2-oxopyrimidin-1-yl)methyl]-2-hydroxyethoxy]methylphosphonic acid NC1=NC(N(C=C1)C[C@@H](CO)OCP(O)(O)=O)=O |r|